N1=C(C(=CC=C1)C(=O)O)C1=NC=CC=C1 Bipyridyl-Carboxylic Acid